C1(=CC=CC=C1)C=1C=NC(=C(N1)C1=CC=CC=C1)C1=CC=CC=C1 3,5,6-triphenylpyrazin